CN(S(=O)(=O)N(C(OC(C)(C)C)=O)CCC1=CN(C2=C(C(=CC=C12)C1=CC=NC=C1)C)CC(C)C)C tert-butyl (N,N-dimethylsulfamoyl)(2-(1-isobutyl-7-methyl-6-(pyridin-4-yl)-1H-indol-3-yl)ethyl)carbamate